5-(6-((E)-((1S,2S,5R)-2-fluoro-1-methyl-9-azabicyclo[3.3.1]nonan-3-ylidene)methyl)pyridazin-3-yl)-2-(1H-imidazol-1-yl)pyridin-4-ol F[C@@H]\1[C@@]2(CCC[C@H](C/C1=C\C1=CC=C(N=N1)C=1C(=CC(=NC1)N1C=NC=C1)O)N2)C